O=C1NC(CCC1N1C(C2=CC=C(C(=C2C1)F)N1CCN(CC1)C(=O)OC(C)(C)C)=O)=O tert-butyl 4-[2-(2,6-dioxo-3-piperidyl)-4-fluoro-1-oxo-isoindolin-5-yl]piperazine-1-carboxylate